C1(=CC(=CC=C1)OC(NC1=CC=CC=C1)=O)C1=CC=CC=C1 Phenylcarbamic Acid Biphenyl-3-yl Ester